CC1(C(SC=2C=CS(C21)C)C(=O)O)C(=O)O 3,4-dimethylthienothiophenedicarboxylic acid